2,2,2-trichloroethyl ((2-(quinolin-6-yl)propanoyl)oxy)carbamate N1=CC=CC2=CC(=CC=C12)C(C(=O)ONC(OCC(Cl)(Cl)Cl)=O)C